4-methyl-4'-vinyl-1,1'-biphenyl CC1=CC=C(C=C1)C1=CC=C(C=C1)C=C